ClC=1C(=CC2=C(C(CN(CC2)C(C(F)(F)F)=O)C)C1)F 1-(8-chloro-7-fluoro-1-methyl-1,2,4,5-tetrahydro-3H-benzo[d]azepin-3-yl)-2,2,2-trifluoroethan-1-one